N1=CC=C(C=C1)C(C1=CC=NC=C1)C1=CC=NC=C1 tri(pyridin-4-yl)methane